N-(3-chloro-5-(methylsulfonamido)phenyl)-5-(3-methylpyridin-2-yl)thiophene-2-carboxamide ClC=1C=C(C=C(C1)NS(=O)(=O)C)NC(=O)C=1SC(=CC1)C1=NC=CC=C1C